4-{2-[(tert-butyldimethylsilyl)oxy]ethyl}-3-oxopiperazine-1-carboxylic acid tert-butyl ester C(C)(C)(C)OC(=O)N1CC(N(CC1)CCO[Si](C)(C)C(C)(C)C)=O